COC[C@H](C(=O)N[C@@H](CCOC1=CC=CC=C1)B(O)O)NC(C1=C(N=CC=C1)C)=O ((R)-1-((R)-3-methoxy-2-(2-methyl-nicotinamido)propanamido)-3-phenoxypropyl)boronic acid